NC=1C2=C(N=CN1)C(=CN2C2=CC=C(C(=O)NC1=NC=CC(=C1)C(F)(F)F)C=C2)C=2CCOCC2 4-(4-amino-7-(3,6-dihydro-2H-pyran-4-yl)-5H-pyrrolo[3,2-d]pyrimidin-5-yl)-N-(4-(trifluoromethyl)pyridin-2-yl)benzamide